dihydro-benzofuran-7-amine O1CCC2=C1C(=CC=C2)N